OCC(CCCO)NC(OC(C)(C)C)=O tert-butyl (1,5-dihydroxypentan-2-yl)carbamate